N-((2-(6-(2-ethyl-5-fluoro-4-hydroxyphenyl)-1H-indazol-3-yl)-1H-imidazol-4-yl)methyl)propanamide 3-bromo-5-((2,3-dichloro-phenylimino)meth-yl)phenyl-isobutyrate BrC=1C=C(C=C(C1)C=NC1=C(C(=CC=C1)Cl)Cl)OC(C(C)C)=O.C(C)C1=C(C=C(C(=C1)O)F)C1=CC=C2C(=NNC2=C1)C=1NC=C(N1)CNC(CC)=O